FC(C(=O)O)(F)F.FC(C(=O)O)(F)F.C(C1=CC=CC=C1)[C@H]1C[C@@H](NC1)C(=O)N[C@H](C(=O)NCC1=CC2=C(CNC2)S1)C (2R,4S)-4-Benzyl-N-((S)-1-(((5,6-Dihydro-4H-Thieno[2,3-C]Pyrrol-2-Yl)Methyl)Amino)-1-Oxopropan-2-Yl)Pyrrolidine-2-Carboxamide Di-Trifluoroacetate Salt